(1-(2-(2-chloro-5-((4-fluoro-3-methylphenyl)carbamoyl)phenyl)-2,2-difluoroacetyl)piperidin-4-yl)boronic acid ClC1=C(C=C(C=C1)C(NC1=CC(=C(C=C1)F)C)=O)C(C(=O)N1CCC(CC1)B(O)O)(F)F